BrC1=C(C(=CC(=C1)C(C)(C)C)Br)Cl 1,3-Dibromo-2-chloro-5-tert-butylbenzene